ClC1=CC=C(C(=N1)C(=O)NS(=O)(=O)C)N[C@H](C)C=1C=C(C=C2C(N(C(=NC12)N1C[C@@H]2C([C@@H]2C1)C=1C=NC(=CC1)C#N)C)=O)C 6-chloro-3-(((R)-1-(2-((1R,5S,6S)-6-(6-cyanopyridin-3-yl)-3-azabicyclo[3.1.0]hexan-3-yl)-3,6-dimethyl-4-oxo-3,4-dihydroquinazolin-8-yl)ethyl)amino)-N-(methylsulfonyl)picolinamide